C(CCCCCCC)NC(=O)NCCCCCCCCCCCC N-octyl-N'-dodecyl-urea